(R)-4-(2-fluorobenzyl)-6,6a,7,8,9,10-hexahydro-5H-pyrazino[1,2-a][1,8]naphthyridine FC1=C(CC=2C=3CC[C@H]4N(C3N=CC2)CCNC4)C=CC=C1